ClC1=C2C3=C(N=C(N=C3C=C1C1=C3C=NNC3=CC=C1C)N1CCOCC1)N1[C@H](CO2)CN(CC1)C(C=C)=O 1-[(8aS)-6-chloro-5-(5-methyl-1H-indazol-4-yl)-2-(morpholin-4-yl)-8a,9,11,12-tetrahydropyrazino[2',1':3,4][1,4]oxazepino[5,6,7-de]quinazolin-10(8H)-yl]prop-2-en-1-one